N1C=CC=2C1=NC(=CC2)C=O (1H-pyrrolo[2,3-b]pyridin-6-yl)methanone